N-(3-chloro-4-(trifluoromethoxy)phenyl)-6-methoxy-2-(trifluoromethyl)-1H-imidazo[4,5-b]pyrazin-5-amin ClC=1C=C(C=CC1OC(F)(F)F)NC=1N=C2C(=NC1OC)NC(=N2)C(F)(F)F